(S)-2-((2,2-difluoroethyl)amino)propan-1-ol FC(CN[C@H](CO)C)F